CC(CCCCCCCCC(=O)O)(C)C 10,10-dimethylundecanoic acid